COC1=CC=C(C[N+](C2=CC=CC=C2)(C)C)C=C1 N-(4-methoxybenzyl)-N,N-dimethylanilinium